(S)-1-(5-((benzyloxy)methyl)-1,3,4-oxadiazol-2-yl)pyrrolidine-2-carbonitrile C(C1=CC=CC=C1)OCC1=NN=C(O1)N1[C@@H](CCC1)C#N